FC=1C=C(C(=O)N(C)OC)C=CC1COC1=NC(=CC=C1)C1CCNCC1 3-fluoro-N-methoxy-N-methyl-4-(((6-(piperidin-4-yl)pyridin-2-yl)oxy)methyl)benzamide